2-hydroxy-2-methyl-l-4-(1-methylvinyl)phenyl-propanone OC1(C(C=CC(=C1)C(=C)C)CC(C)=O)C